tert-butyl 3-(3-iodophenyl)propanoate IC=1C=C(C=CC1)CCC(=O)OC(C)(C)C